methoxyethoxymethyl propionate C(CC)(=O)OCOCCOC